2,2,2-trifluoro-1-(pyridine-4-yl)ethan-1-one FC(C(=O)C1=CC=NC=C1)(F)F